The molecule is an 8-carbon, beta-hydroxy fatty acid which may be a marker for primary defects of beta-hydroxy fatty acid metabolism. Repeating unit of poly(3-hydroxyoctanoic acid), a biopolymer used by numerous bacterial species as carbon and energy reserves. It is a 3-hydroxy monocarboxylic acid, a 3-hydroxy fatty acid and a medium-chain fatty acid. It derives from an octanoic acid. It is a conjugate acid of a 3-hydroxyoctanoate. CCCCCC(CC(=O)O)O